FC=1C(=C(C=C2[C@H](C[C@H](CC12)NC(OC(C)(C)C)=O)C)O)N1S(NC(C1)=O)(=O)=O tert-butyl [(2R,4S)-8-fluoro-6-hydroxy-4-methyl-7-(1,1,4-trioxo-1λ6,2,5-thiadiazolidin-2-yl)-1,2,3,4-tetrahydronaphthalen-2-yl]carbamate